3-[4-(4-piperidyl)phenyl]piperidine-2,6-dione trifluoroacetic acid salt FC(C(=O)O)(F)F.N1CCC(CC1)C1=CC=C(C=C1)C1C(NC(CC1)=O)=O